NC1=C(C=C(N=N1)C1=C(C=CC=C1)O)N1CCN(CC1)S(=O)(=O)C1=CC=CC=C1 2-(6-amino-5-(4-(phenylsulfonyl)piperazin-1-yl)pyridazin-3-yl)phenol